COC1=CC=C(CNC2=CC=CC=3N=NN(C(C32)=O)C3C(NC(CC3)=O)=O)C=C1 3-(5-((4-methoxybenzyl)amino)-4-oxo-benzo[d][1,2,3]triazin-3(4H)-yl)piperidine-2,6-dione